methyl-sulfenate COS